tert-butyl (3-(1,1-difluoro-2-hydroxy-1-(4-methyl-4H-1,2,4-triazol-3-yl)propan-2-yl)phenyl)carbamate FC(C(C)(O)C=1C=C(C=CC1)NC(OC(C)(C)C)=O)(C1=NN=CN1C)F